C(C)(C)(C)NC1=NC(=NC=C1C(=O)N)NC1CCC(CC1)O 4-(tert-butylamino)-2-((1r,4r)-4-hydroxycyclohexylamino)pyrimidine-5-carboxamide